(E)-N'-(3,5-dimethoxybenzylidene)-2-(4-ethoxyphenyl)isonicotinohydrazide diethyl-1,1'-(2,6-bis(bis(2-methoxyethyl)amino)pyrimido[5,4-d]pyrimidine-4,8-diyl)bis(piperidine-4-carboxylate) C(C)OC(=O)C1CCN(CC1)C=1C2=C(N=C(N1)N(CCOC)CCOC)C(=NC(=N2)N(CCOC)CCOC)N2CCC(CC2)C(=O)OCC.COC=2C=C(\C=N\NC(C1=CC(=NC=C1)C1=CC=C(C=C1)OCC)=O)C=C(C2)OC